C(CCC)NC=1C(=NN(C1)C)C(=O)OC Methyl 4-(1-butylamino)-1-methyl-1H-pyrazole-3-carboxylate